ClC=1C=C(C=CC1Cl)NC1=NC2=CC=C(C=C2N=C1NC1=CC(=C(C=C1)Cl)Cl)NC(=O)C=1OC=CC1 N-(2,3-bis((3,4-dichlorophenyl)amino)quinoxalin-6-yl)furan-2-carboxamide